N1(CCOCC1)C(C=C)=O 1-(morpholin-4-yl)prop-2-en-1-one